Benzyl [5-(2-{bis[2-({2-[(α-D-mannopyranosyl)oxy]ethyl}amino)-2-oxoethyl]amino}acetamido)pentyl]carbamate [C@H]1([C@@H](O)[C@@H](O)[C@H](O)[C@H](O1)CO)OCCNC(CN(CC(=O)NCCCCCNC(OCC1=CC=CC=C1)=O)CC(NCCO[C@@H]1[C@@H](O)[C@@H](O)[C@H](O)[C@H](O1)CO)=O)=O